S=S.[Li] lithium sulfur sulfide